O1COC2=C1C=CC=C2O[C@@H](CCN(C)C)C=2SC(=CC2)Br (S)-3-(benzo[d][1,3]dioxol-4-yloxy)-3-(5-bromothiophen-2-yl)-N,N-dimethylpropan-1-amine